2-(furan-3-yl)-4,4,5,5-tetramethyl-1,3,2-dioxaborolan O1C=C(C=C1)B1OC(C(O1)(C)C)(C)C